IC1=CC=C(C=C1)NC(=O)C1=CC=C(C(=O)O)C=C1 4-((4-iodophenyl)carbamoyl)benzoic acid